2-methyl-2-(methyltellanyl)propanenitrile CC(C#N)(C)[Te]C